C(#N)C1=CC=2N(N=C1)C(=CC2)C2=NC=C(C(=O)NC[C@H](C(C)(C)O)F)C(=C2)NC21CCC(CC2)(CC1)N1C(COCC1)=O (R)-6-(3-cyanopyrrolo[1,2-b]pyridazin-7-yl)-N-(2-fluoro-3-hydroxy-3-methylbutyl)-4-((4-(3-oxomorpholino)bicyclo[2.2.2]octan-1-yl)amino)nicotinamide